CC1=C(C(NC(=C1)C)=O)CN1C(C=2C(=C3C(=C(C2CC1)C=1SC(=CC1)C)OC(O3)(C)[C@@H]3CC[C@H](CC3)N(C)C)C)=O 6-((4,6-dimethyl-2-oxo-1,2-dihydropyridin-3-yl)methyl)-2-(trans-4-(dimethylamino)cyclohexyl)-2,4-dimethyl-9-(5-methylthiophen-2-yl)-7,8-dihydro-[1,3]dioxolo[4,5-g]isoquinolin-5(6H)-one